BrC1=CNC2=NC=C(C=C12)NC1=NC(=NC=C1)NC1=CC(=C(C=C1)OC1CC(C1)N(C)C)OC 4-(3-bromo-1H-1,7-diazainden-5-ylamino)-2-{3-methoxy-4-[(1s,3s)-3-(dimethylamino)cyclobutoxy]phenylamino}pyrimidine